(Z)-tetradecene-1-ol C(=C/CCCCCCCCCCCC)/O